Methyl-N-[(E,1S)-1-[[6-chloro-1-[(7-fluoro-4-isobutyl-1H-imidazo[4,5-c]pyridin-2-yl)methyl]-2-oxo-3-pyridyl]carbamoyl]-6-(dimethylamino)-6-oxo-hex-4-enyl]carbamat COC(N[C@@H](CC\C=C\C(=O)N(C)C)C(NC=1C(N(C(=CC1)Cl)CC=1NC2=C(C(=NC=C2F)CC(C)C)N1)=O)=O)=O